N[C@@H](CCCCCC(CCC)=O)C=1NC=C(N1)C1=CC=C(C=C1)F (S)-10-amino-10-(4-(4-fluorophenyl)-1H-imidazol-2-yl)decan-4-one